BrC1=CC=C(C=C1)S(=O)(=O)N1C=C(C=C1C1=CC(=CC=C1)F)CNC([2H])([2H])[2H] N-((1-((4-bromophenyl)sulfonyl)-5-(3-fluorophenyl)-1H-pyrrol-3-yl)methyl)methane-d3-amine